N-butyl-N-nonylurea C(CCC)N(C(=O)N)CCCCCCCCC